COC1=C(C(=O)NCC(F)(F)F)C(=CC(=C1)N1C=NC2=C1C=CC(=C2)C2CNCCC2)OC 2,6-dimethoxy-4-[5-(3-piperidyl)benzimidazol-1-yl]-N-(2,2,2-trifluoroethyl)benzamide